N-((4-phenoxyphenyl)(phenyl)methyl)-2-oxo-6-(trifluoromethyl)-1,2-dihydropyridine-3-carboxamide O(C1=CC=CC=C1)C1=CC=C(C=C1)C(NC(=O)C=1C(NC(=CC1)C(F)(F)F)=O)C1=CC=CC=C1